CN1N=CC=C1C(=O)NC(C(NC1=CC=C2C(=C1)NC(C21CCOCC1)=O)=O)=C1CC(C1)C1=CC=CC=C1 2-Methyl-N-[2-oxo-2-[(2-oxo-spiro[1H-indole-3,4'-oxane]-6-yl)amino]-1-(3-phenylcyclobutylidene)ethyl]pyrazole-3-carboxamide